(3R)-3-(4-chloro-1-methyl-1H-benzotriazol-5-yl)-3-(7-{[(2R,5S)-2-ethyl-5-methyl-2,3-dihydropyrido[2,3-f][1,4]oxazepin-4(5H)-yl]methyl}-1-benzothien-5-yl)propionic acid ClC1=C(C=CC=2N(N=NC21)C)[C@H](CC(=O)O)C=2C=C(C1=C(C=CS1)C2)CN2C[C@H](OC1=C([C@@H]2C)N=CC=C1)CC